(15E)-18-chloro-15-octadecenyl acetate C(C)(=O)OCCCCCCCCCCCCCC\C=C\CCCl